2,2',6,6'-tetra-tert-butyl-4,4'-methylenediphenol C(C)(C)(C)C1=C(C(=CC(=C1)CC1=CC(=C(C(=C1)C(C)(C)C)O)C(C)(C)C)C(C)(C)C)O